6-(methylsulfonyl)-N-(4-nitrophenyl)-2-phenylimidazo[1,2-a]pyridin-3-amine CS(=O)(=O)C=1C=CC=2N(C1)C(=C(N2)C2=CC=CC=C2)NC2=CC=C(C=C2)[N+](=O)[O-]